3-n-Pentadecylcatechol C(CCCCCCCCCCCCCC)C1=C(C(O)=CC=C1)O